tert-butyl 4-(6-hydroxy-7-iodothieno[3,2-b]pyridin-3-yl)piperidine-1-carboxylate OC=1C(=C2C(=NC1)C(=CS2)C2CCN(CC2)C(=O)OC(C)(C)C)I